N1=CC=C(C=C1)C=1C(=NC=CC1)C1=NC(=CC=C1)C1=NC=CC=C1 4-pyridyl-2,2':6',2''-terpyridine